4-(2-propen-1-yl)benzonitrile C(C=C)C1=CC=C(C#N)C=C1